diepoxypropan C12C(C)(O1)O2